N1(CCNCC1)C1CCN(CC1)C1=NNC2=C1C=NC(=C2)N 3-(4-(piperazin-1-yl)piperidin-1-yl)-1H-pyrazolo[4,3-c]pyridin-6-amine